5-bromo-1-(oxan-2-yl)pyrazolo[3,4-c]pyridine BrC=1C=C2C(=CN1)N(N=C2)C2OCCCC2